(difluoro(4-((E)-3-(((S)-1-((S)-2-((4-iodophenyl)(phenyl)carbamoyl)pyrrolidin-1-yl)-3,3-dimethyl-1-oxobutan-2-yl)amino)-3-oxoprop-1-en-1-yl)phenyl)methyl)phosphonic acid FC(C1=CC=C(C=C1)\C=C\C(=O)N[C@H](C(=O)N1[C@@H](CCC1)C(N(C1=CC=CC=C1)C1=CC=C(C=C1)I)=O)C(C)(C)C)(F)P(O)(O)=O